COCOC1=C(C=C(C=C1)C)C1=C(C=C(C=C1C)C)C 2'-(methoxymethoxy)-2,4,5',6-tetramethyl-1,1'-biphenyl